[C@@H]1([C@@H](O)[C@H](O)[C@H](O)[C@@H](O1)C)OCCNC(CN([C@@H](CCCCNC(CCCCC(=O)OCC1=CC=CC=C1)=O)C(=O)NCCO[C@H]1[C@@H](O)[C@H](O)[C@H](O)[C@@H](O1)C)CC(NCCO[C@H]1[C@@H](O)[C@H](O)[C@H](O)[C@@H](O1)C)=O)=O Benzyl (S)-6-{[5-{bis[2-({2-[(α-L-fucopyranosyl)oxy]ethyl}amino)-2-oxoethyl]amino}-6-({2-[(α-L-fucopyranosyl)oxy]ethyl}amino)-6-oxohexyl]amino}-6-oxohexanoate